NC1=NN2C(C=C(C=C2)C=2C=NC(=C(C(=O)NCC3=NC=CC=C3OCC3CCCC3)C2)C)=N1 5-(2-amino-[1,2,4]triazolo[1,5-a]pyridin-7-yl)-N-((3-(cyclopentylmethoxy)pyridin-2-yl)methyl)-2-methylnicotinamide